2-(1,3-dioxo-3a,4,5,6,7,7a-hexahydroisoindol-2-yl)-5,6-dihydro-4H-cyclopenta[b]Thiophene-3-carboxylic acid tert-butyl ester C(C)(C)(C)OC(=O)C=1C2=C(SC1N1C(C3CCCCC3C1=O)=O)CCC2